CC(CC)NC(CN1CCC(CC1)C=O)=O N-(BUTAN-2-YL)-2-(4-FORMYLPIPERIDIN-1-YL)ACETAMIDE